3-phenyl-4,5-di-o-tolyl-oxazolium C1(=CC=CC=C1)[N+]1=COC(=C1C1=C(C=CC=C1)C)C1=C(C=CC=C1)C